tert-Butyl 7-hydroxy-2-(hydroxymethyl)-5,7-dihydro-6H-pyrrolo[3,4-b]pyridine-6-carboxylate OC1N(CC=2C1=NC(=CC2)CO)C(=O)OC(C)(C)C